((5S,7S)-7-fluoro-5-phenyl-6,7-dihydro-5H-pyrrolo[1,2-b][1,2,4]triazol-2-yl)(1-methylcyclopropyl)methanone F[C@H]1C[C@H](N2N=C(N=C21)C(=O)C2(CC2)C)C2=CC=CC=C2